FC(S(=O)(=O)OC1=C(C=C(C=C1C=O)C1=NC(=CC=C1NC(C)C=1C=C(C=C2C(C(=C(OC12)N1CCOCC1)C)=O)C)Cl)F)(F)F [4-[6-chloro-3-[1-(3,6-dimethyl-2-morpholino-4-oxo-chromen-8-yl)ethylamino]-2-pyridyl]-2-fluoro-6-formyl-phenyl] trifluoromethanesulfonate